FC1(CNCCOC1)C 6-fluoro-6-methyl-1,4-oxazepane